NC(CCN(NC(C(CC1CCCCC1)N(C(=O)C=1NC2=CC=CC=C2C1)C)=O)C(CCl)=O)=O N-[2-[2-(3-Amino-3-oxo-propyl)-2-(2-chloroacetyl)hydrazino]-1-(cyclohexylmethyl)-2-oxo-ethyl]-N-methyl-1H-indole-2-carboxamide